6-(3-Chloro-6-(difluoromethyl)-2-fluorophenyl)-N-(1-((R or S)-1-(2-((1R,5S)-2-thioxo-3-azabicyclo[3.1.0]hexan-3-yl)pyrimidin-5-yl)ethyl)-1H-pyrazol-4-yl)pyrazine-2-carboxamide ClC=1C(=C(C(=CC1)C(F)F)C1=CN=CC(=N1)C(=O)NC=1C=NN(C1)[C@H](C)C=1C=NC(=NC1)N1C([C@@H]2C[C@@H]2C1)=S)F |o1:24|